ClC1=CC=C(C=C1)C1=CC(=NC(=N1)C=1C=NC=CC1)N1CCN(CC1)C(CCO)=O (4-(6-(4-chlorophenyl)-2-(pyridin-3-yl)pyrimidin-4-yl)piperazin-1-yl)-3-hydroxypropan-1-one